NC1=NC(=CC(=N1)C=1N=NN(C1)CC1=CC=CC(=N1)N1CCN(CC1)CC(=O)O)C1=CC(=CC=C1)C#N {4-[6-({4-[2-amino-6-(m-cyanophenyl)-4-pyrimidinyl]-1H-1,2,3-triazol-1-yl}methyl)-2-pyridinyl]-1-piperazinyl}acetic acid